C(CCCC)P(C(C)(C)C)C(C)(C)C Pentyl-(Di-t-butylphosphine)